4-(3,3-dimethylbutylamino)-3-(dimethylsulfamoyl)benzoic acid CC(CCNC1=C(C=C(C(=O)O)C=C1)S(N(C)C)(=O)=O)(C)C